ClC=1C=C(C=CC1)C1=CN=C(N=N1)N1CCC2(CC1)[C@@H](C1=CC=CC=C1C2)N (S)-1'-(6-(3-chlorophenyl)-1,2,4-triazin-3-yl)-1,3-dihydrospiro[indene-2,4'-piperidin]-1-amine